(3R,4R)-3-ethyl-4-(hydroxymethyl)pyrrolidine-1-carboxylic acid tert-butyl ester C(C)(C)(C)OC(=O)N1C[C@@H]([C@H](C1)CO)CC